6-[4-[(R or S)-[3-(2-Fluoroethoxy)-4-methoxy-phenyl]-phenyl-methyl]piperidine-1-carbonyl]-4H-1,4-benzoxazin-3-one FCCOC=1C=C(C=CC1OC)[C@H](C1CCN(CC1)C(=O)C=1C=CC2=C(NC(CO2)=O)C1)C1=CC=CC=C1 |o1:12|